S1C(=CC=C1)CP(O)(O)=O 2-thienylmethyl-phosphonic acid